C1(CC1)C=1N(C=CN1)C1=NC=CC(=C1)OCCOC1=NC=C(C#N)C=C1F 6-(2-((2-(2-cyclopropyl-1H-imidazol-1-yl)pyridin-4-yl)oxy)ethoxy)-5-fluoronicotinonitrile